C(CCCCCCCCC)N(C(CCN(C)C)=O)C(CCCCCCCCC(=O)OCC(CCCCCC)CCCC)CCCCCCCCC(=O)N(CCCCCCCCCC)CCCCCCCCCC 2-butyloctyl 10-(N-decyl-3-(dimethylamino)propanamido)-19-(didecylamino)-19-oxononadecanoate